2-(tert-Butyl) 3-ethyl (1R,3S,5R)-5-((((benzyloxy)carbonyl)(2,2-dimethylhex-5-en-4-yl)amino)methyl)-2-azabicyclo[3.1.0]hexane-2,3-dicarboxylate C(C1=CC=CC=C1)OC(=O)N(C(CC(C)(C)C)C=C)C[C@]12C[C@H](N([C@@H]2C1)C(=O)OC(C)(C)C)C(=O)OCC